N-(N'-(2-aminoethyl)-2-aminoethyl)-aminopropyltrimethoxysilane NCCNCCNCCC[Si](OC)(OC)OC